3-(1,3-dimethylbutylamino)-phenothiazine CC(CC(C)C)NC=1C=CC=2NC3=CC=CC=C3SC2C1